C1(CC1)C=1NC(=NN1)C1CC2(CN(C2)C(=O)N2CC3(C2)CC(C3)C3=C(C=C(C=C3)C(F)(F)F)S(=O)(=O)C)C1 [6-(5-cyclopropyl-4H-1,2,4-triazol-3-yl)-2-azaspiro[3.3]heptan-2-yl]-[6-[2-mesyl-4-(trifluoromethyl)phenyl]-2-azaspiro[3.3]heptan-2-yl]methanone